tert-butyl 3-[[4-[4-[(2,6-dioxo-3-piperidyl)amino]phenyl]-3,3-difluoro-1-piperidyl]methyl]-5,7-dihydro-4H-thieno[2,3-c]pyridine-6-carboxylate O=C1NC(CCC1NC1=CC=C(C=C1)C1C(CN(CC1)CC1=CSC=2CN(CCC21)C(=O)OC(C)(C)C)(F)F)=O